sodium lauryl sulphate S(=O)(=O)(OCCCCCCCCCCCC)[O-].[Na+]